O[C@@H]1C[C@@H](CCC1)NC1=NC(=NC=C1C#N)NC1CCC(CC1)OC 4-((1R,3S)-3-hydroxycyclohexylamino)-2-((1r,4R)-4-methoxycyclohexylamino)pyrimidine-5-carbonitrile